N-(2-((2S,3S)-2-ethylpiperidin-3-yl)thieno[2,3-b]pyridin-4-yl)benzo[d]thiazol-5-amine C(C)[C@@H]1NCCC[C@@H]1C1=CC=2C(=NC=CC2NC=2C=CC3=C(N=CS3)C2)S1